F[C@@H]1C[C@H](N(C1)C(=O)OC(C)(C)C)C(NC=1C(=C(C=CC1)C1=CC(=CC=C1)S(=O)(=O)C)F)=O tert-Butyl (2S,4R)-4-Fluoro-2-((2-fluoro-3'-(methylsulfonyl)-[1,1'-biphenyl]-3-yl)carbamoyl)pyrrolidine-1-carboxylate